(4-(((3-(diethylamino) propoxy) carbonyl) oxy)-11-(octanoyloxy) undecyloxy) propane-1,3-diyldioctanoate C(CCCCCCCCCC(=O)[O-])CCCCCCCC(=O)OOCCCC(CCCCCCCOC(CCCCCCC)=O)OC(=O)OCCCN(CC)CC